FC(OC1=CC(=C(C=N1)OCC1CC(N(C1(C)C)C)=O)C1=CC=2N(C=C1)N=C(C2)NC2=NC(=NC(=C2)C)C)F 4-[[6-(difluoromethoxy)-4-[2-[(2,6-dimethylpyrimidin-4-yl)amino]pyrazolo[1,5-a]pyridin-5-yl]-3-pyridyl]oxymethyl]-1,5,5-trimethyl-pyrrolidin-2-one